1-(tert-butyl) 2-methyl (2S,4R)-4-(difluoromethoxy)pyrrolidine-1,2-dicarboxylate FC(O[C@@H]1C[C@H](N(C1)C(=O)OC(C)(C)C)C(=O)OC)F